N1=CC=C(C=C1)CN1C(=CC=C1)C(=O)NC=1SC=C(N1)C(C)(C)OCCS(=O)(=O)C1=CC=C(C)C=C1 1-(pyridin-4-ylmethyl)-N-(4-(2-(2-tosylethoxy)propan-2-yl)thiazol-2-yl)-1H-pyrrole-2-carboxamide